CN1CC2=CC=C(C(=C2C1)[N+](=O)[O-])O 2-methyl-4-nitro-2,3-dihydro-1H-isoindol-5-ol